COC=1C=C(C=C(C1)OC)NC(=O)C=1OC(=CC1)CN1N=C(C=C1C(F)(F)F)C(F)(F)F N-(3,5-dimethoxyphenyl)-5-((3,5-bistrifluoromethyl-1H-pyrazol-1-yl)methyl)furan-2-carboxamide